thiocarbonic acid O-(chloromethyl) ester S-propyl ester C(CC)SC(OCCl)=O